2-methyl-6-(3-methyl-1-benzofuran-5-yl)-N-[(1S)-1-[3-(1H-1,2,3,4-tetrazol-1-yl)phenyl]ethyl]pyrimidin CC1N(C(=CC=N1)C=1C=CC2=C(C(=CO2)C)C1)[C@@H](C)C1=CC(=CC=C1)N1N=NN=C1